(6S)-6-tert-butyl-N-{(1R)-3-[3-(hydroxymethyl)pyrrolidin-1-yl]-1-phenylpropyl}-5,6,7,8-tetrahydrothieno[2,3-b]quinoline-2-carboxamide C(C)(C)(C)[C@@H]1CC=2C=C3C(=NC2CC1)SC(=C3)C(=O)N[C@H](CCN3CC(CC3)CO)C3=CC=CC=C3